(trimethyl-stannanyl)-tris(phenylethynyl)stannane C[Sn](C)(C)[Sn](C#CC1=CC=CC=C1)(C#CC1=CC=CC=C1)C#CC1=CC=CC=C1